COC1=C(C=C(CCNC(OC(C)(C)C)=O)C=C1)C(NC1=CC=CC2=CC=CC=C12)=O Tert-butyl (4-methoxy-3-(naphthalen-1-ylcarbamoyl)phenethyl)carbamate